di-(4-chloronaphthyl)methylene(cyclopentadienyl)(2,7-diphenyl-3,6-di-tert-butylfluorenyl)zirconium dichloride [Cl-].[Cl-].ClC1=CC=C(C2=CC=CC=C12)C(=[Zr+2](C1=C(C(=CC=2C3=CC(=C(C=C3CC12)C1=CC=CC=C1)C(C)(C)C)C(C)(C)C)C1=CC=CC=C1)C1C=CC=C1)C1=CC=C(C2=CC=CC=C12)Cl